N1(CCCCCC1)CC(=O)NC1=C(C=CC=C1C)C 2-(azepan-1-yl)-N-(2,6-dimethylphenyl)Acetamide